Cl.N[C@@H](CCC(=O)N)[C@@H](C)OCC1=CC=C(C=C1)CCCOCCOCCCC1=CC=CC=2N(C(N(C21)C)=O)C2C(N(C(CC2)=O)C)=O (4S,5R)-4-amino-5-([4-[3-(2-[3-[3-methyl-1-(1-methyl-2,6-dioxopiperidin-3-yl)-2-oxo-1,3-benzodiazol-4-yl]propoxy]ethoxy)propyl]phenyl]meth-oxy)hexanamide hydrochloride